C(C)(C)N(CCCN(CCCN(C(C)C)C(C)C)CCCN(C(C)C)C(C)C)C(C)C tris[3-(di-iso-propylamino)propyl]amine